COC1=C(CN(S(=O)(=O)C2=C(C=CC(=C2)C2(CCC2)O)OC)CC2=C(C=C(C=C2)OC)OC)C=CC(=C1)OC N,N-bis(2,4-dimethoxybenzyl)-5-(1-hydroxycyclobutyl)-2-methoxybenzenesulfonamide